FC1=C(C(=CC=C1)F)C(=O)N[C@H](C(=O)OC)CC1=CC=C(C=C1)C1=C(C=C(C=C1OC)COCCOCCOCCOCCO)OC methyl (2S)-2-[(2,6-difluorophenyl)formamido]-3-[4'-(13-hydroxy-2,5,8,11-tetraoxatridecan-1-yl)-2',6'-dimethoxy-[1,1'-biphenyl]-4-yl]propanoate